C1(=CC=CC=C1)C1=C(C=CC=C1)P(O)(=O)C1=CC=CC=C1 phenyl-diphenyl-phosphinic acid